C(CCC)[Al](Cl)Cl Mono-n-butylaluminum dichloride